6-(3-Isopropyl-5-(piperidin-4-yloxy)-1H-indol-2-yl)-8-methyl-[1,2,4]triazolo[1,5-a]pyridin C(C)(C)C1=C(NC2=CC=C(C=C12)OC1CCNCC1)C=1C=C(C=2N(C1)N=CN2)C